CC1(OCCN(CCOC(C(OCCN(CCOC1(C)C)S(=O)(=O)C1=CC=C(C)C=C1)(C)C)(C)C)S(=O)(=O)C1=CC=C(C)C=C1)C 2,2,3,3,11,11,12,12-octamethyl-7,16-ditosyl-1,4,10,13-tetraoxa-7,16-diazacyclooctadecane